5-methyl-2,4-diisopropyl-phenol CC=1C(=CC(=C(C1)O)C(C)C)C(C)C